(6-chloro-1-(tetrahydro-2H-pyran-2-yl)-1H-pyrazolo[4,3-c]pyridin-3-yl)-3-fluoropyrrolidine-3-carbonitrile ClC1=CC2=C(C=N1)C(=NN2C2OCCCC2)N2CC(CC2)(C#N)F